FC1=CC(=C(OC2(CC2)C(=O)OC)C=C1N1C(N(C(=CC1=O)C(F)(F)F)C)=O)[N+](=O)[O-] methyl 1-{4-fluoro-5-[3-methyl-2,6-dioxo-4-(trifluoromethyl)-3,6-dihydropyrimidin-1(2H)-yl]-2-nitrophenoxy}cyclopropanecarboxylate